5-cyclopropyl-3-methyl-1H-pyrazole C1(CC1)C1=CC(=NN1)C